C1(=CC=CC=C1)N1CCNCC1 4-Phenylpiperazin